4-((1H-indazol-4-yl)amino)-6-acetylamino-1H-indole-2-carboxylic acid N1N=CC2=C(C=CC=C12)NC1=C2C=C(NC2=CC(=C1)NC(C)=O)C(=O)O